OC1(CCN(CC1)C=1OC(=CN1)C1=CC=CC=C1)CN1C=NC=2C(C1=O)=NN(C2C=2C=C1CCC(C1=CC2)=O)C 6-((4-hydroxy-1-(5-phenyloxazol-2-yl)piperidin-4-yl)methyl)-2-methyl-3-(1-oxo-2,3-dihydro-1H-inden-5-yl)-2H-pyrazolo[4,3-d]pyrimidin-7(6H)-one